methyl (1S,3S)-3-((6-(3-(((butyl(methyl)carbamoyl)oxy)methyl)-5-fluorothiophen-2-yl)-2-methylpyridin-3-yl)oxy)cyclohexane-1-carboxylate C(CCC)N(C(=O)OCC1=C(SC(=C1)F)C1=CC=C(C(=N1)C)O[C@@H]1C[C@H](CCC1)C(=O)OC)C